[In].[Sn] Tin indium